ClC=1C2=C(SC1C(=O)NC1=NC(=C(C(=C1C)C)O)C)C=C(C=C2)C 3-Chloro-N-(5-hydroxy-3,4,6-trimethylpyridin-2-yl)-6-methylbenzo[b]thiophen-2-carboxamid